COC1=C(C(=O)P(C2=C(CC(C=C2)(C)C)C)(C(C2=C(C=CC=C2OC)OC)=O)=O)C(=CC=C1)OC bis(2,6-dimethoxybenzoyl)2,4,4-trimethylphenylphosphine oxide